COCCOCOC1=C(C=C(C=C1)N1C(C2=CC=C(C=C2CC1)C1=NC=C(C=C1)C(F)(F)F)=O)NS(=O)(=O)C N-(2-((2-methoxyethoxy)methoxy)-5-(1-oxo-6-(5-(trifluoromethyl)pyridin-2-yl)-3,4-dihydroisoquinolin-2(1H)-yl)phenyl)methanesulfonamide